N-benzhydryl-1,1-diphenylmethanimine C(C1=CC=CC=C1)(C1=CC=CC=C1)N=C(C1=CC=CC=C1)C1=CC=CC=C1